4-(benzylsulfanyl)-2-chlorothiophene C(C1=CC=CC=C1)SC=1C=C(SC1)Cl